[4-[4-[5-chloro-6-oxo-4-[[(3R)-tetrahydropyran-3-yl]methylamino]pyridazin-1-yl]-N-methyl-anilino]phenyl] carbamate C(N)(OC1=CC=C(C=C1)N(C1=CC=C(C=C1)N1N=CC(=C(C1=O)Cl)NC[C@@H]1COCCC1)C)=O